N1(N=CC=C1)C[C@@H]1COC=2C(=C(C=C3C(=NC(N1C23)=O)N2[C@H](CN([C@@H](C2)C)C(C=C)=O)C)Cl)C2=C(C=CC=C2O)F (3R,10R)-3-((1H-pyrazol-1-yl)methyl)-7-((2S,5R)-4-acryloyl-2,5-dimethylpiperazin-1-yl)-9-chloro-10-(2-fluoro-6-hydroxyphenyl)-2,3-dihydro-5H-[1,4]oxazino[2,3,4-ij]quinazolin-5-one